CC1(C=CC=C1)[Hf](N(CC)CC)(N(CC)CC)N(CC)CC Methylcyclopentadienyl-tris(diethylamino)hafnium